C(C)(C)(C)OC(=O)N[C@@H](C[C@@H]1CC(N(C1=O)C(=O)OC(C)(C)C)(C)C)C(=O)N(C)OC |o1:10| tert-butyl (R*)-4-((S)-2-((tert-butoxycarbonyl)amino)-3-(methoxy(methyl)amino)-3-oxopropyl)-2,2-dimethyl-5-oxopyrrolidine-1-carboxylate